3-(difluoromethyl-4,5-dimethylphenyl)-5-fluoro-1-methyl-1H-pyrazole-4-carboxamide FC(F)C1=C(C=C(C(=C1)C)C)C1=NN(C(=C1C(=O)N)F)C